FC1=C2C=NNC2=CC=C1C1=C(N=C2N1C=C(N=C2)C2=CC(=C(C=C2)F)C(F)(F)F)C2CC2 4-fluoro-5-{2-cyclopropyl-6-[4-fluoro-3-(trifluoromethyl)phenyl]imidazo[1,2-a]pyrazin-3-yl}-1H-indazole